BrC=1SC(=CC1C(=O)O)Br 2,5-dibromo-3-carboxyl-thiophene